3-[(3-chloro-4-fluorophenyl)-(5-methyl-4-methylsulfonyl-1H-imidazol-2-yl)methoxy]thietane ClC=1C=C(C=CC1F)C(OC1CSC1)C=1NC(=C(N1)S(=O)(=O)C)C